(2S,3S,4S,5R)-2,3,4,5,6-pentahydroxyhexanal O[C@H](C=O)[C@H]([C@H]([C@@H](CO)O)O)O